C(CCCC)OC1=C(C=C(C=C1)OCCCCC)OCCCCC 1,2,4-tripentyloxybenzene